N-((2-(2,6-dioxopiperidin-3-yl)-1-oxoisoindolin-5-yl)methyl)-2,2-difluoro-2-(4-methoxy-2-(trifluoromethyl)phenyl)acetamide ethyl-5-(4-bromophenoxy)-1H-1,2,3-triazole-4-carboxylate C(C)OC(=O)C=1N=NNC1OC1=CC=C(C=C1)Br.O=C1NC(CCC1N1C(C2=CC=C(C=C2C1)CNC(C(C1=C(C=C(C=C1)OC)C(F)(F)F)(F)F)=O)=O)=O